C(C1=CC=CC=C1)OC(=O)N1CC12CCC(CC2)=O 6-oxo-1-azaspiro[2.5]octane-1-carboxylic acid benzyl ester